Methyl 7-(3-bromophenyl)-7-(5-(2-fluoro-5-((6-fluoro-4-vinyl-1H-indol-5-yl)oxy)phenyl)-1-methyl-1H-1,2,4-triazol-3-yl)-2,2-dimethylheptanoate BrC=1C=C(C=CC1)C(CCCCC(C(=O)OC)(C)C)C1=NN(C(=N1)C1=C(C=CC(=C1)OC=1C(=C2C=CNC2=CC1F)C=C)F)C